bicyclo[4.3.0]nonane-2,4,7,9-tetracarboxylic acid C12C(CC(CC2C(CC1C(=O)O)C(=O)O)C(=O)O)C(=O)O